Cl.N(=[N+]=[N-])CCCOC[C@@]12C[C@H](N[C@H]2C1)C(=O)OCC1=CC=CC=C1 benzyl (1S,3S,5R)-5-((3-azidopropoxy)methyl)-2-azabicyclo[3.1.0]hexane-3-carboxylate hydrochloride